C1(CC1)N1N=C(C2=C1N(C([C@H]([C@H]2C2=CC=C(C=C2)F)NC(C2=CC(=CC=C2)C(F)(F)F)=O)=O)CC)C N-[(4S,5S)-1-cyclopropyl-7-ethyl-4-(4-fluorophenyl)-3-methyl-6-oxo-1H,4H,5H,6H,7H-pyrazolo[3,4-b]pyridin-5-yl]-3-(trifluoromethyl)benzamide